1,2-Cyclopentanediamine C1(C(CCC1)N)N